3-fluoro-4-[2-hydroxy-2-(5,5,8,8-tetramethyl-5,6,7,8-tetrahydronaphthalen-2-yl)acetylamino]benzoic acid FC=1C=C(C(=O)O)C=CC1NC(C(C1=CC=2C(CCC(C2C=C1)(C)C)(C)C)O)=O